N1,N2-bis(2-hydroxyphenyl)oxalamide OC1=C(C=CC=C1)NC(C(=O)NC1=C(C=CC=C1)O)=O